3-azabicyclo[3.1.0]hexane-3,6-dicarboxylic acid 3-tert-butyl ester 6-ethyl ester C(C)OC(=O)C1C2CN(CC12)C(=O)OC(C)(C)C